(R)-2-methyl-4-(5-(trifluoromethyl)pyridin-2-yl)piperazine-1-carboxylic acid tert-butyl ester C(C)(C)(C)OC(=O)N1[C@@H](CN(CC1)C1=NC=C(C=C1)C(F)(F)F)C